3-chlorobenzyl ((2S)-3-cyclohexyl-1-((1-hydroxy-5-(methylamino)-5-oxopentan-2-yl)amino)-1-oxopropan-2-yl)carbamate C1(CCCCC1)C[C@@H](C(=O)NC(CO)CCC(=O)NC)NC(OCC1=CC(=CC=C1)Cl)=O